C(#N)[C@@H]1CNCCC1 (S)-3-cyanopiperidine